3-(4-amino-3-fluorophenyl)-5-(3,4-dimethoxyphenyl)pyridin-2-amine NC1=C(C=C(C=C1)C=1C(=NC=C(C1)C1=CC(=C(C=C1)OC)OC)N)F